(9E)-9,11-dodecadienol C(CCCCCCC\C=C\C=C)O